L-3-chloro-2-hydroxypropyl-trimethyl-ammonium chloride [Cl-].ClCC(C[N+](C)(C)C)O